bischloromaleimide ClC1=C(C(=O)NC1=O)Cl